4-aminopyrimidoimidazole NN1C=NC=C2C1=NC=N2